N1(N=CN=C1)CC1=CC=C(C=C1)CN1N=CN=C1 1,4-bis(1,2,4-triazol-1-ylmethyl)-benzene